C(C)(C)(C)[Si](C)(C)OCCOCCCl tert-butyl[2-(2-Chloroethoxy)ethoxy]dimethylsilane